CC(=O)OC[C@@H]1[C@H]([C@@H]([C@H]([C@H](O1)OC(=O)C)OC(=O)C)OC(=O)C)OC(=O)C α-D(+)-glucose pentaacetate